ClC1=CC=CC=2NC(=NC21)C(=O)N2C(C=1C=CC=NC1CC2)C (4-Chloro-1H-benzo[d]imidazol-2-yl)(5-methyl-7,8-dihydro-1,6-naphthyridin-6(5H)-yl)methanone